1,3-dicyanopropene C(#N)C=CCC#N